urethane oleate C(CCCCCCC\C=C/CCCCCCCC)(=O)O.NC(=O)OCC